1-(chloromethyl)-3-ethoxy-5-vinylbenzene ClCC1=CC(=CC(=C1)C=C)OCC